NC1=NC=C(C(=C1)OC1=C(C=C(C=C1)N1N=CN(C1=O)CC1=C(C=CC=C1F)F)F)F 2-(4-((2-Amino-5-fluoropyridin-4-yl)oxy)-3-fluorophenyl)-4-(2,6-difluorobenzyl)-2,4-dihydro-3H-1,2,4-triazol-3-one